N-(4-chlorobenzyl)-2-(2-methylpyridin-3-yl)benzo[d]thiazole-6-carboxamide ClC1=CC=C(CNC(=O)C2=CC3=C(N=C(S3)C=3C(=NC=CC3)C)C=C2)C=C1